CC(C)NC(=O)O[C@H]1C[C@H](CC1)C1=NN(C(=C1)N)C(C)(C)C (1R,3S)-3-[5-amino-1-(2-methylprop-2-yl)pyrazol-3-yl]cyclopentyl (prop-2-ylamino)methanoate